ClC1=C2C=NN(C2=C(C=C1)C(=O)NC1CC2(CCC2)C1)CC1=CC=C(C=C1)C1=CC(=CC=C1)C#N 6-(4-Chloro-1-((3'-cyano-[1,1'-biphenyl]-4-yl)methyl)-1H-indazol-7-carboxamido)spiro-[3.3]heptan